N-(3-(2-(Cyclopropancarboxamido)pyridin-4-yl)-1H-indol-7-yl)-3,5-dimethylbenzamid C1(CC1)C(=O)NC1=NC=CC(=C1)C1=CNC2=C(C=CC=C12)NC(C1=CC(=CC(=C1)C)C)=O